4-(((2-chloropyrimidin-4-yl)amino)methyl)-2-(2,6-dioxopiperidin-3-yl)isoindoline-1,3-dione ClC1=NC=CC(=N1)NCC1=C2C(N(C(C2=CC=C1)=O)C1C(NC(CC1)=O)=O)=O